C(=O)C1=CC(=C(C=C1)S(=O)(=O)F)C#C[Si](C)(C)C 4-Formyl-2-((trimethylsilyl)ethynyl)benzenesulfonyl fluoride